O[C@@H]1CC[C@H](CC1)C(=O)N(C1=CC(=CC=C1)N1CCC(CC1)OC)C[C@@H]1CC[C@H](CC1)C1=CC(=C(C=C1)OC)C trans-4-Hydroxy-N-((trans-4-(4-methoxy-3-methylphenyl)cyclohexyl)methyl)-N-(3-(4-methoxypiperidin-1-yl)phenyl)cyclohexanecarboxamide